FC(C1=NC(=NO1)C=1C=C2CC[C@H](C2=CC1)NC(C1=CC(=CC=C1)CO)=O)F (R)-N-(5-(5-(difluoromethyl)-1,2,4-oxadiazol-3-yl)-2,3-dihydro-1H-inden-1-yl)-3-(hydroxymethyl)benzamide